benzyl ((S)-1-(((S)-hept-1-yn-3-yl)amino)-4-methyl-1-oxopentan-2-yl)carbamate C#C[C@H](CCCC)NC([C@H](CC(C)C)NC(OCC1=CC=CC=C1)=O)=O